C(CC(O)(C(=O)O)CC(=O)O)(=O)O.C(C)OC[C@]1(CN(CC1)C(C)(C)C=1C=NC(=CC1)C)CCC1=CC=2C(=NC=CC2)S1 |o1:17| (R or S)-2-(2-(3-(ethoxy-methyl)-1-(2-(6-methylpyridin-3-yl)propan-2-yl)pyrrolidin-3-yl)ethyl)thieno[2,3-b]pyridine citrate